CC(C(=O)OOCC)C 2-ethoxy methylpropionate